CC1=C(C[C@H]2NC(=NOC2)C2=C(N=NC=C2CC2=CC(=CC=C2)C(=C)C)C)C=CC(=C1)C(=C)C |r| (5RS)-5-[2-methyl-4-(prop-1-en-2-yl)benzyl]-3-{3-methyl-5-[3-(prop-1-en-2-yl)benzyl]pyridazin-4-yl}-5,6-dihydro-4H-1,2,4-oxadiazine